ClC1=C(C=2N(C(=C1)C)N=CN2)NC2=C(C=CC=C2C)C 7-chloro-N-(2,6-dimethylphenyl)-5-methyl-[1,2,4]triazolo[1,5-a]pyridin-8-amine